(Z)-3-((6-aminopyridin-3-yl)methylene)-6-methyl-1-(4-(methylsulfonyl)phenyl)-2-oxoindoline-5-carbonitrile NC1=CC=C(C=N1)\C=C\1/C(N(C2=CC(=C(C=C12)C#N)C)C1=CC=C(C=C1)S(=O)(=O)C)=O